5-Bromo-2-(1-methoxyethyl)pyridine BrC=1C=CC(=NC1)C(C)OC